O=C1NC(CCC1C=1C=C(C=NC1)NC1CCCCC1)=O (1r,4r)-4-((5-(2,6-dioxopiperidin-3-yl)pyridin-3-yl)amino)cyclohexane